Bis[2-(5-methyl-2-furyl)-4-phenyl-5,6-dimethyl-1-indenyl]-zirconium dichloride [Cl-].[Cl-].CC1=CC=C(O1)C=1C(C2=CC(=C(C(=C2C1)C1=CC=CC=C1)C)C)[Zr+2]C1C(=CC2=C(C(=C(C=C12)C)C)C1=CC=CC=C1)C=1OC(=CC1)C